3-(4-(3,4-difluorophenyl)-4-hydroxypiperidin-1-yl)-5-(1,3-dimethyl-1H-pyrazol-4-yl)pyrazin-2(1H)-one FC=1C=C(C=CC1F)C1(CCN(CC1)C=1C(NC=C(N1)C=1C(=NN(C1)C)C)=O)O